CC(C#C)(C)S(=O)(=O)C 3-methyl-3-(methylsulfonyl)but-1-yne